ClC1=CC=2N(C=C1)C(=NC2C(=O)NC2=C1C(NC(C1=CC=C2)=O)C2=C(C=CC=C2)C)C 7-chloro-N-(1-oxo-3-(o-tolyl)isoindolin-4-yl)-3-methylimidazo[1,5-a]pyridine-1-carboxamide